N[C@@H]1CC[C@H](CC1)C(=O)NC (trans)-4-amino-N-methylcyclohexane-1-carboxamide